Isopropyl ((R)-(((1S,4R)-4-(2-amino-6-(cyclopentylamino)-9H-purin-9-yl)cyclopent-2-en-1-yl)methoxy)(phenoxy)phosphoryl)-L-alaninate NC1=NC(=C2N=CN(C2=N1)[C@H]1C=C[C@H](C1)CO[P@@](=O)(OC1=CC=CC=C1)N[C@@H](C)C(=O)OC(C)C)NC1CCCC1